(3-nitrophenyl)-1,2,4-thiadiazole [N+](=O)([O-])C=1C=C(C=CC1)C1=NSC=N1